(S)-2-(2-(4-acetylpiperazin-1-yl)-2-oxoacetamido)-4-methyl-N-((S)-3-oxo-1-((S)-2-oxopyrrolidin-3-yl)-4-(2,3,5,6-tetrafluorophenoxy)butan-2-yl)pentanamide C(C)(=O)N1CCN(CC1)C(C(=O)N[C@H](C(=O)N[C@@H](C[C@H]1C(NCC1)=O)C(COC1=C(C(=CC(=C1F)F)F)F)=O)CC(C)C)=O